2-hydroxyethoxybenzene OCCOC1=CC=CC=C1